(S)-3-(6-(3,5-dimethylisoxazol-4-yl)-1-(1-(pyridin-2-yl)ethyl)-2-(trifluoromethyl)-1H-pyrrolo[3,2-b]pyridin-3-yl)benzoic acid CC1=NOC(=C1C=1C=C2C(=NC1)C(=C(N2[C@@H](C)C2=NC=CC=C2)C(F)(F)F)C=2C=C(C(=O)O)C=CC2)C